1-(4-amino-2-hydroxy-3-nitrophenyl)-3-(pyrimidin-5-yl)prop-2-en-1-one NC1=C(C(=C(C=C1)C(C=CC=1C=NC=NC1)=O)O)[N+](=O)[O-]